5-Hydroxyuridine-5'-Triphosphate P(O)(=O)(OP(=O)(O)OP(=O)(O)O)OC[C@@H]1[C@H]([C@H]([C@@H](O1)N1C(=O)NC(=O)C(=C1)O)O)O